methyldi-ethoxysilane C[SiH](OCC)OCC